COCCN1N=CC2=CC=C(C=C12)CO (1-(2-Methoxyethyl)-1H-indazol-6-yl)methanol